COB(O)C=1N=CN(C1)[Si](CC)(CC)CC 1-triethylsilylimidazole-4-boronic acid methyl ester